[Na+].CS(=O)[O-] methyl-sulfinic acid sodium salt